C1CC(CCC1)C(=O)O (E)-3-cyclohexanoic acid